2,7-dibromo-4,5-dimethyl-4,5-dihydrobenzo[2,1-b:3,4-b']dithiophene-4,5-diol BrC1=CC2=C(S1)C=1SC(=CC1C(C2(O)C)(O)C)Br